N(=C=S)C(CCCCCC(=O)OCCCCCCCCCCC)CCCCCCCC(=O)OCCCCC(CCCC)CCCC 15-(5-butylnonyl) 1-undecyl 7-isothiocyanatopentadecanedioate